2-((4-fluorophenyl)iminomethyl)aniline FC1=CC=C(C=C1)N=CC1=C(N)C=CC=C1